C(C)(C)C1=CNC2=NC=CC=C21 3-isopropyl-1H-pyrrolo[2,3-b]pyridine